1-methyl-1-(2-(1-methyl-1H-imidazo[1,2-b]pyrazole-7-carbonyl)-2-azaspiro[3.3]heptan-6-yl)-3-(3-methyl-5-(trifluoromethoxy)phenyl)urea CN(C(=O)NC1=CC(=CC(=C1)OC(F)(F)F)C)C1CC2(CN(C2)C(=O)C2=C3N(N=C2)C=CN3C)C1